COC(=O)C1=C(SC=C1NC(=O)NC1=C(C=C(C(=C1)N(C)CC1=C(C(=CC=C1OCC1CC1)F)F)OC)F)C(=O)OC Dimethyl-4-(3-(5-((6-(cyclopropylmethoxy)-2,3-difluorobenzyl)(methyl)amino)-2-fluoro-4-methoxyphenyl)ureido)thiophene-2,3-dicarboxylic acid